3,5-di-tert-butyl-4-hydroxy-phenylpropionamide C(C)(C)(C)C=1C=C(C=C(C1O)C(C)(C)C)C(C(=O)N)C